COC(=O)C=1C=C2C(C(COC2=CC1)COC)=O 3-(methoxymethyl)-4-oxochroman-6-carboxylic acid methyl ester